2-[(2-chloro-4-iodophenyl)amino]-N-(cyclopropylmethoxy)-3,4-difluorobenzamide ClC1=C(C=CC(=C1)I)NC1=C(C(=O)NOCC2CC2)C=CC(=C1F)F